C1(CCCCC1)C=1C=NC=C(C1)C1CCCCC1 3,5-dicyclohexylpyridine